[N+](=O)([O-])OC(CCCC(=O)OCCCO[N+](=O)[O-])C 3-Nitrooxy-propyl 5-nitrooxy-hexanoate